(4-(4-amino-3-(methylthio)phenoxy)pyridin-2-yl)carbamic acid tert-butyl ester C(C)(C)(C)OC(NC1=NC=CC(=C1)OC1=CC(=C(C=C1)N)SC)=O